BrC1=NC=CC(=C1)OCCOC 2-bromo-4-(2-methoxy-ethoxy)pyridine